COC(C)(C)[C@@H]1NCCC1 (R)-2-(1-methoxy-1-methyl-ethyl)-pyrrolidin